CN(C(C)(C#C)C)CCOCC1=C(CCCC1(C)C)C N,2-dimethyl-N-[2-[(2,6,6-trimethylcyclohexen-1-yl)methoxy]ethyl]but-3-yn-2-amine